3-(fluoromethoxy)-N-methyl-4-{[3-(4-{[(1S,4S)-4-{2-oxa-6-azaspiro[3.3]heptan-6-yl}cyclohexyl]amino}-1-(2,2,2-trifluoroethyl)-1H-indol-2-yl)prop-2-yn-1-yl]amino}benzamide FCOC=1C=C(C(=O)NC)C=CC1NCC#CC=1N(C2=CC=CC(=C2C1)NC1CCC(CC1)N1CC2(COC2)C1)CC(F)(F)F